O[C@@]1(CC[C@@H]2[C@H]3CC[C@]4(C(C3CCC2C1)[C@H]1[C@@H]([C@@H]4C(CN4N=C(C=C4)C(F)(F)F)=O)CCC1)C)C 1-((2R,4aS,4bR,6aS,7S,7aS,8aR,88bR,8cR,10aR)-2-hydroxy-2,6a-dimethyloctadecahydrocyclopenta[4,5]cyclopenta[1,2-a]phenanthren-7-yl)-2-(3-(trifluoromethyl)-1H-pyrazol-1-yl)ethan-1-one